[Pb]=[Te] lead-telluride